2-(5-Fluoropyridin-2-yl)malonic acid diethyl ester C(C)OC(C(C(=O)OCC)C1=NC=C(C=C1)F)=O